cis-(4-morpholin-4-ylbutoxycarbonyl)-oxirane N1(CCOCC1)CCCCOC(=O)C1OC1